ClC1=CC=C(S1)C1C(=NN(C1(C(=O)OC)C)C1=C(C=C(C=C1)F)F)C1=CC=C(C=C1)F methyl 4-(5-chlorothien-2-yl)-1-(2,4-difluorophenyl)-3-(4-fluorophenyl)-5-methyl-4,5-dihydro-1H-pyrazole-5-carboxylate